3-hydroxy-4-propyl-dihydrofuran OC1COC=C1CCC